N-(6-chloro-4-methoxypyridin-3-yl)-3-(2-isopropylphenyl)azetidine-3-carboxamide ClC1=CC(=C(C=N1)NC(=O)C1(CNC1)C1=C(C=CC=C1)C(C)C)OC